C(C)(C)(C)C=1C=C(C=C(C1O)C(C)(C)C)CC(=O)O (3,5-di-tert-butyl-4-hydroxyphenyl)acetic acid